tert-butyl N-[2-({1-methyl-5-[(1-methyl-5-{[2-(propylcarbamoyl)ethyl]carbamoyl}pyrrol-3-yl)carbamoyl]pyrrol-3-yl}carbamoyl)ethyl]carbamate CN1C=C(C=C1C(NC1=CN(C(=C1)C(NCCC(NCCC)=O)=O)C)=O)NC(=O)CCNC(OC(C)(C)C)=O